C(C)(C)(C)OC(=O)N1CC(CC1)CN1CCNCC1 3-(piperazin-1-ylmethyl)pyrrolidine-1-carboxylic acid t-butyl ester